C(C)OC(C(F)(F)F)(C(F)(F)F)[C@]1(CN(CC1)CC=1C=NC=CC1)CCC1=CC=C(C=C1)F |o1:12| (R or S)-3-((3-(2-ethoxy-1,1,1,3,3,3-hexafluoropropan-2-yl)-3-(4-fluorophenethyl)pyrrolidin-1-yl)methyl)pyridine